β-(3-pyridyl)alanine N1=CC(=CC=C1)C[C@H](N)C(=O)O